(Z)-7-dodecenol C(CCCCC\C=C/CCCC)O